pyrrolidin-1-yl((1R,4r)-4-(4-((R)-3-((2,5,7-trimethyl-[1,2,4]triazolo[1,5-a]pyrimidin-6-yl)oxy)pyrrolidin-1-yl)phenyl)cyclohexyl)methanone N1(CCCC1)C(=O)C1CCC(CC1)C1=CC=C(C=C1)N1C[C@@H](CC1)OC=1C(=NC=2N(C1C)N=C(N2)C)C